2-(3,4-dimethoxyphenyl)-3-ethyl-N-(3-(4-methylpiperazin-1-yl)propyl)-1H-indole-5-carboxamide COC=1C=C(C=CC1OC)C=1NC2=CC=C(C=C2C1CC)C(=O)NCCCN1CCN(CC1)C